di(m-tolyl) carbonate C(OC=1C=C(C=CC1)C)(OC=1C=C(C=CC1)C)=O